F[C@@H]1CN(C[C@@H]1NC(CN1CC(C1)F)=O)C(=O)OC(C)(C)C tert-butyl (3R,4S)-3-fluoro-4-[2-(3-fluoroazetidin-1-yl)acetamido]pyrrolidine-1-carboxylate